2,2'-diethyl-4,2'-diaminobiphenyl C(C)C1=C(C=CC(=C1)N)C=1C(CC=CC1)(N)CC